COC=1N(C=2C(=NC=CC2)N1)C(=O)NCCCOC1=CC=CC=C1 2-Methoxy-N-(3-phenoxypropyl)-1H-imidazo[4,5-b]pyridine-1-carboxamide